(3-ethyl-3-Oxetanyl)methyl acrylate C(C=C)(=O)OCC1(COC1)CC